ClC1=CC=C(S1)C1=NOC(=N1)C1=CC2=C(N(N=N2)C2CCOCC2)C=C1 5-[3-(5-chlorothiophen-2-yl)-1,2,4-oxadiazol-5-yl]-1-(oxan-4-yl)-1H-1,2,3-benzotriazole